FC1=CC(=CC(=N1)N1C(C2=C(N=C(N=C2)C=2N=CSC2)CC1)C)I 4-[6-(6-fluoro-4-iodo-2-pyridinyl)-5-methyl-7,8-dihydro-5H-pyrido[4,3-d]pyrimidin-2-yl]thiazole